ClC=1C=C(C(=NC1)OC)S(=O)(=O)NC=1C(=C(C(=CC1)F)C1=C(C2=C(C=N1)C(=NN2)C(=O)NC)F)F 6-[3-(5-Chloro-2-methoxypyridine-3-sulfonamido)-2,6-difluorophenyl]-7-fluoro-N-methyl-1H-pyrazolo[4,3-c]pyridine-3-carboxamide